(+/-)-3-(((trans)-8-methoxy-2-(6-methoxypyridin-3-yl)-3-methyl-2,3-dihydrobenzo[b][1,4]dioxin-6-yl)methyl-d2)-3H-imidazo[4,5-b]pyridine-2-d COC1=CC(=CC2=C1O[C@H]([C@@H](O2)C)C=2C=NC(=CC2)OC)C(N2C(=NC=1C2=NC=CC1)[2H])([2H])[2H] |r|